(S)-(E)-3-((3-butyl-7-(ethylthio)-2-methyl-1,1-dioxido-5-phenyl-2,3,4,5-tetrahydro-1,2,5-benzothiadiazepin-8-yl)oxy)acrylic acid C(CCC)[C@@H]1N(S(C2=C(N(C1)C1=CC=CC=C1)C=C(C(=C2)O/C=C/C(=O)O)SCC)(=O)=O)C